2-bromo-3,5-dichlorobenzonitrile BrC1=C(C#N)C=C(C=C1Cl)Cl